C(C1=CC=CC=C1)C1(CN(CC1)S(=O)(=O)C1=NN(N=C1)C)C=1C=C2C=NN(C2=CC1C)C=1C=NN(C1C)C 5-(3-benzyl-1-((2-methyl-2H-1,2,3-triazol-4-yl)sulfonyl)pyrrolidin-3-yl)-1-(1,5-dimethyl-1H-pyrazol-4-yl)-6-methyl-1H-indazole